[(2R,4S)-4-({4-[(1,3-benzothiazol-6-yl)amino]-7-(1-methyl-1H-pyrazol-4-yl)quinazolin-5-yl}oxy)-1-methylpiperidin-2-yl]methanol S1C=NC2=C1C=C(C=C2)NC2=NC=NC1=CC(=CC(=C21)O[C@@H]2C[C@@H](N(CC2)C)CO)C=2C=NN(C2)C